Ethyl 14-ethyl-14-(6-(((1S,2S)-2-(hydroxymethyl)cyclopropyl)methoxy)-5-(3-methoxyazetidin-1-yl)picolinamido)-2,2-dimethyl-4-oxo-3,8,11-trioxa-5-azapentadecan-15-oate C(C)C(CCOCCOCCNC(OC(C)(C)C)=O)(C(=O)OCC)NC(C1=NC(=C(C=C1)N1CC(C1)OC)OC[C@@H]1[C@H](C1)CO)=O